NC1=NC=NC2=C(C=CC=C12)C(=O)NC1=C2C=CN=C(C2=CC=C1C)NC=1C=NC(=CC1)N(C)C 4-amino-N-(1-((6-(dimethylamino)pyridin-3-yl)amino)-6-methylisoquinolin-5-yl)quinazolin-8-carboxamide